ClC=1C=CC(=C(C1)C1=CC(=C(N=N1)C(F)(F)F)NC1=CC=NC2=CC(=CC=C12)OCCN1CCN(CC1)C)F N-[6-(5-chloro-2-fluorophenyl)-3-(trifluoromethyl)pyridazin-4-yl]-7-[2-(4-methylpiperazin-1-yl)ethoxy]quinolin-4-amine